methyl 3-(2-hydroxyethyl)-4-nitrobenzoate OCCC=1C=C(C(=O)OC)C=CC1[N+](=O)[O-]